N2-(4-aminophenyl)-N4-(5-cyclopropyl-1H-pyrazol-3-yl)quinazoline-2,4-diamine NC1=CC=C(C=C1)NC1=NC2=CC=CC=C2C(=N1)NC1=NNC(=C1)C1CC1